BrC=1C(=C(C=NC1)C1C(C(CN1S(=O)(=O)C(C)(C)C)O)C)Cl 5-(5-bromo-4-chloropyridin-3-yl)-1-(tert-butylsulfonyl)-4-methylpyrrolidin-3-ol